3-(2-Chloro-6-fluorophenyl)-5-(1-(3-hydroxy-3-methylbutyl-1,1-d2)-5-(trifluoro-methyl)-1H-pyrazol-4-yl)isoxazole-4-carboxylic acid ClC1=C(C(=CC=C1)F)C1=NOC(=C1C(=O)O)C=1C=NN(C1C(F)(F)F)C(CC(C)(C)O)([2H])[2H]